C(C\C=C/CC)OC(C(C)C)=O 2-methylpropanoic acid-(3Z)-3-hexen-1-yl ester